C(OC(=CF)F)([O-])=O 1,2-difluorovinyl carbonate